(S)-N-(1-(3,4-dichlorophenyl)-2-(dimethylamino)ethyl)-4-(pyridin-2-yl)benzenesulfonamide ClC=1C=C(C=CC1Cl)[C@@H](CN(C)C)NS(=O)(=O)C1=CC=C(C=C1)C1=NC=CC=C1